4-[(5-Fluoro-2-hydroxy-phenyl)carbamoyl]cyclohexanecarboxylate FC=1C=CC(=C(C1)NC(=O)C1CCC(CC1)C(=O)[O-])O